FC=1C(=NC=C(C1)F)CNC(=O)C1=CN=C(S1)N1CCC(CC1)N1CC(CCC1)C1=CC=CC=C1 N-[(3,5-difluoropyridin-2-yl)methyl]-2-(3-phenyl-[1,4'-bipiperidin]-1'-yl)-1,3-thiazole-5-carboxamide